NC1CC(CC1)NC(C1=CC(=C(C(=C1)F)F)F)=O N-(3-aminocyclopentyl)-3,4,5-trifluorobenzamide